1-(7-(3-fluoro-4-(trifluoromethyl)phenoxy)-3,4-dihydroisoquinolin-2(1H)-yl)-3-((trifluoromethyl)sulfonyl)propan-1-one FC=1C=C(OC2=CC=C3CCN(CC3=C2)C(CCS(=O)(=O)C(F)(F)F)=O)C=CC1C(F)(F)F